NC=1C=C(C=C2C=C(N=CC12)NC(=O)[C@H]1[C@@H](C1)C=1C=NN(C1)C)C=1C(=NC=CC1C)C=1C=NN(C1)C trans-N-(8-amino-6-(4-methyl-2-(1-methyl-1H-pyrazol-4-yl)pyridin-3-yl)isoquinolin-3-yl)-2-(1-methyl-1H-pyrazol-4-yl)cyclopropane-1-carboxamide